4-(2-(4-fluoro-2,6-dimethylphenoxy)-5-(2-hydroxypropan-2-yl)phenyl)-2,6-lutidine 1-oxide FC1=CC(=C(OC2=C(C=C(C=C2)C(C)(C)O)C=2C=C([N+](=C(C2)C)[O-])C)C(=C1)C)C